N-allyl-1-(quinolin-3-yl)but-3-en-1-amine C(C=C)NC(CC=C)C=1C=NC2=CC=CC=C2C1